N-isotridecyl-1,3-propanediamine C(CCCCCCCCCC(C)C)NCCCN